C(C1=CC=CC=C1)OC(=O)N[C@@H](CC(=O)OC(C)(C)C)COC tert-butyl (S)-3-(((benzyloxy) carbonyl) amino)-4-methoxybutanoate